(6S)-6-[2-Chloro-3-(3-methylsulfonylanilino)phenyl]-2-imino-6-methyl-3-(tetrahydropyran-4-yl)hexahydropyrimidin-4-one ClC1=C(C=CC=C1NC1=CC(=CC=C1)S(=O)(=O)C)[C@@]1(CC(N(C(N1)=N)C1CCOCC1)=O)C